FC1=CC=C(C=C1)C(=O)N1[C@@H](C=2N(CC1)C(=NN2)C=2SC1=C(N2)C=CC(=C1)OC)C (R)-(4-Fluorophenyl)(3-(6-methoxybenzo[d]thiazol-2-yl)-8-methyl-5,6-dihydro-[1,2,4]triazolo[4,3-a]pyrazin-7(8H)-yl)methanone